2-fluoro-propene FC(=C)C